4-((2-(2-aminoethoxy)ethyl)thio)-2-(2,6-dioxopiperidin-3-yl)isoindoline-1,3-dione NCCOCCSC1=C2C(N(C(C2=CC=C1)=O)C1C(NC(CC1)=O)=O)=O